N[C@H](CC1=C(C2=C(N=C(N=C2NCC2=CC=NC=C2)Cl)N1)F)C(C)C 6-[(2R)-2-amino-3-methylbutyl]-2-chloro-5-fluoro-N-[(pyridin-4-yl)methyl]-7H-pyrrolo[2,3-d]pyrimidin-4-amine